COC(=O)C1(CN(CCC1=O)C(=O)OC(C)(C)C)C 3-methyl-4-oxo-piperidine-1,3-dicarboxylic acid 1-tert-butyl ester 3-methyl ester